(4aR,5S,6aS,7S)-1-ethyl-5-hydroxy-7-((R)-1-hydroxy-ethyl)-4a,6a-dimethyl-1,3,4,4a,4b,5,6,6a,7,8,9,9a,9b,10-tetradecahydro-2H-indeno-[5,4-f]quinolin-2-one C(C)N1C(CC[C@@]2(C3C(CC=C12)C1CC[C@@H]([C@]1(C[C@@H]3O)C)[C@@H](C)O)C)=O